C(C)OC1=NC=CC=C1C1=CC(=C2C(=N1)C(=NN2C(C)C)C)NCC2=CC(=NO2)CF 5-(2-ethoxypyridin-3-yl)-N-((3-(fluoromethyl)isoxazol-5-yl)methyl)-1-isopropyl-3-methyl-1H-pyrazolo[4,3-b]pyridin-7-amine